COC1=CC=C(CNC=2C=CC=C3C=C(N(C(C23)=O)C2=CC=CC=C2)[C@H](C)NC(=O)C=2C(=NN3C2N=CC=C3)NC(OC(C)(C)C)=O)C=C1 (S)-tert-butyl (3-((1-(8-((4-methoxybenzyl)amino)-1-oxo-2-phenyl-1,2-dihydroisoquinolin-3-yl)ethyl)carbamoyl)pyrazolo[1,5-a]pyrimidin-2-yl)carbamate